9-(4-chloro-2-fluoro-phenyl)-7-[(2R,4S)-2-(1-cyclopropyl-6-keto-3-pyridyl)tetrahydropyran-4-yl]-2,3-dimethyl-pyrimido[1,2-b]pyridazin-4-one ClC1=CC(=C(C=C1)C=1C=2N(N=C(C1)[C@@H]1C[C@@H](OCC1)C1=CN(C(C=C1)=O)C1CC1)C(C(=C(N2)C)C)=O)F